COC1=CC=C(CN(S(=O)(=O)[C@@](C(=O)OC)(CC=C)C)CC2=CC=C(C=C2)OC)C=C1 (R)-METHYL 2-(N,N-BIS(4-METHOXYBENZYL)SULFAMOYL)-2-METHYLPENT-4-ENOATE